quinoxaline-1,4-diamine N1(C=CN(C2=CC=CC=C12)N)N